(4-chloro-2-methoxy-5-(4,4,5,5-tetramethyl-1,3,2-dioxaborolan-2-yl)phenyl)(phenyl)methanone ClC1=CC(=C(C=C1B1OC(C(O1)(C)C)(C)C)C(=O)C1=CC=CC=C1)OC